(R)-8-(5-cyclohexylthiazol-2-yl)-4,9-dioxooctahydro-2H-pyrazino[1,2-a]pyrazine-2-carbonitrile C1(CCCCC1)C1=CN=C(S1)N1C([C@@H]2N(C(CN(C2)C#N)=O)CC1)=O